C(C=C)NC(C(C)C)=O N-(2-propenyl)-2-methylpropionamide